C(#N)C1=C(C=CC(=C1F)OC1=NC=CC=C1C1=NC(=NC=C1)N[C@@H]1CNCCC1)NS(=O)(=O)CC1=CC=CC=C1 (S)-N-(2-cyano-3-fluoro-4-((3-(2-(piperidin-3-ylamino)pyrimidin-4-yl)pyridin-2-yl)oxy)phenyl)-1-phenylmethanesulfonamide